N1(N=NC2=C1C=CC=C2)[O-].[NH4+] ammonium 1H-benzo[d][1,2,3]triazol-1-olate